C(C)O[Si](CCCSN(C(=O)SSSSC(N(SC)SCCC[Si](OCC)(OCC)OCC)=O)SC)(OCC)OCC 2-triethoxysilyl-ethyl-N,N-dimethylthio-carbamoyl tetrasulfide